tert-butyl (1R,5S)-3-(7-bromo-2,8-difluoro-6-(trifluoromethyl)quinazolin-4-yl)-3,8-diazabicyclo[3.2.1]octane-8-carboxylate BrC1=C(C=C2C(=NC(=NC2=C1F)F)N1C[C@H]2CC[C@@H](C1)N2C(=O)OC(C)(C)C)C(F)(F)F